(R)-5-((1H-Pyrazol-4-yl)amino)-2-(3-(5-(3-hydroxy-1-methyl-2-oxopyrrolidin-3-yl)isoxazol-3-yl)phenyl)pyrimidine-4-carboxamide N1N=CC(=C1)NC=1C(=NC(=NC1)C1=CC(=CC=C1)C1=NOC(=C1)[C@]1(C(N(CC1)C)=O)O)C(=O)N